4-(pyrazin-2-yloxy)-7-(thiazol-2-yl)benzo[d]oxazole N1=C(C=NC=C1)OC1=CC=C(C2=C1N=CO2)C=2SC=CN2